Ethylformimidat C(C)OC=N